BrCCCOC=1C(=C(C=CC1)C1=C(C(=CC=C1)C=1SC=2CNCCC2N1)C)C 2-(3'-(3-bromopropyloxy)-2,2'-dimethyl-[1,1'-biphenyl]-3-yl)-4,5,6,7-tetrahydrothiazolo[5,4-c]pyridine